N1(CC1)CCC(=O)OCCOC(CCN1CC1)=O ethylene glycol bis[3-(1-aziridinyl) propionate]